CC1=NSC(=C1)C(=O)OCC ethyl 3-methylisothiazole-5-carboxylate